3-(2,3-dihydroxypropyl)-1-methyl-1H-imidazol-3-ium chloride [Cl-].OC(C[N+]1=CN(C=C1)C)CO